C(CCCCCCCCCCCCC)(=O)[O-].[Ca+2].C(CCCCCCCCCCCCC)(=O)[O-] calcium myristate salt